4,5-dicyano-2-(trifluoromethyl)imidazolium methyl-6-(4,4-difluoro-2-methylpiperidin-1-yl)quinoline-4-carboxylate COC(=O)C1=CC=NC2=CC=C(C=C12)N1C(CC(CC1)(F)F)C.C(#N)C=1[NH+]=C(NC1C#N)C(F)(F)F